4-(2-aminoethyl)-piperazine NCCN1CCNCC1